5-methoxy-2-(4-(3-(piperidin-1-yl)propoxy)phenyl)-4H-chromen-4-one COC1=C2C(C=C(OC2=CC=C1)C1=CC=C(C=C1)OCCCN1CCCCC1)=O